7-chloro-6-(4-(3-fluoroazetidin-1-yl)cyclohexyl)isoquinolin ClC1=C(C=C2C=CN=CC2=C1)C1CCC(CC1)N1CC(C1)F